5-(3-fluorobenzoyl)indolizine-7-carboxylic acid ethyl ester C(C)OC(=O)C=1C=C(N2C=CC=C2C1)C(C1=CC(=CC=C1)F)=O